(S)-4-ethyl-1-(7-fluoro-2-(o-tolyl)-4-(1,1,1-trifluoropropan-2-yl)quinolin-6-yl)-3-(hydroxymethyl)-1H-1,2,4-triazol-5(4H)-one C(C)N1C(=NN(C1=O)C=1C=C2C(=CC(=NC2=CC1F)C1=C(C=CC=C1)C)[C@@H](C(F)(F)F)C)CO